NC=1C=C2C(N(C(C2=CC1)=O)CCC[C@@H](C(=O)OC)NC(C1=CC=C(C=C1)N(C)CC=1N=C2C(=NC(=NC2=NC1)N)N)=O)=O Methyl (S)-5-(5-amino-1,3-dioxoisoindolin-2-yl)-2-(4-(((2,4-diaminopteridin-6-yl)methyl) (methyl)-amino)benzamido)pentanoate